C(C)(C)(C)N(C(O)=O)[C@H]1[C@@H]([C@H]2CC[C@@H](C1)N2)F.C(C2=CC=NC=C2)(=O)N\N=C\C2=CC=C(C(=O)NC1=CC=C(C=C1)OC)C=C2 (E)-4-((2-isonicotinoylhydrazono)methyl)-N-(4-methoxyphenyl)benzamide tert-butyl-((1R,2R,3R,5S)-2-fluoro-8-azabicyclo[3.2.1]octan-3-yl)carbamate